methyl 3-(9-((4-(aminomethyl)phenyl)carbamoyl)-4,5-dihydrobenzo[b]thieno[2,3-d]oxepin-8-yl)-6-(bicyclo[1.1.1]pentan-1-ylcarbamoyl)picolinate NCC1=CC=C(C=C1)NC(=O)C1=CC2=C(OCCC3=C2SC=C3)C=C1C=1C(=NC(=CC1)C(NC13CC(C1)C3)=O)C(=O)OC